CN1CCC(CC1)OC1=NN=C(O1)[C@@]12CN(C[C@]2(C1)C(F)(F)F)C1=NC=NN1 5-((1S,5R)-1-(5-((1-methylpiperidin-4-yl)oxy)-1,3,4-oxadiazol-2-yl)-5-(trifluoromethyl)-3-azabicyclo[3.1.0]hexane-3-yl)-[1,2,4]triazole